[Sn+4].[Zn+2].[O-2].[Al+3] aluminum oxide zinc tin